6-methoxy-1',2',3',6'-tetrahydro-3,4'-bipyridine COC1=CC=C(C=N1)C=1CCNCC1